2α-fluoro-3β,7β-dihydroxy-5β-cholanic acid F[C@H]1[C@@H](C[C@H]2C[C@@H]([C@H]3[C@@H]4CC[C@H]([C@@H](CCC(=O)O)C)[C@]4(CC[C@@H]3[C@]2(C1)C)C)O)O